(E)-1-(4-chlorophenyl)-2-nitroethylene ClC1=CC=C(C=C1)\C=C\[N+](=O)[O-]